(4R)-4-[3-[3-[6-(N-methylanilino)-3-pyridinyl]azetidin-1-yl]-3-oxo-propyl]oxazolidin-2-one CN(C1=CC=CC=C1)C1=CC=C(C=N1)C1CN(C1)C(CC[C@H]1NC(OC1)=O)=O